(3S)-3-methyl-1-[2-(2-phenyl-2H-1,2,3-triazol-4-yl)-1,3-thiazole-4-carbonyl]piperazine C[C@H]1CN(CCN1)C(=O)C=1N=C(SC1)C1=NN(N=C1)C1=CC=CC=C1